1,12-diiodododecane ICCCCCCCCCCCCI